ClC=1C=C(OC2CCC(CC2)NC(=O)C=2N=NC(=CC2)N2CC3(C2)CN(C3)CC3CCNCC3)C=CC1C#N N-((1r,4r)-4-(3-chloro-4-cyanophenoxy)cyclohexyl)-6-(6-(piperidin-4-yl-methyl)-2,6-diazaspiro[3.3]heptane-2-yl)pyridazine-3-amide